[Cl-].C(C)(C)[N+]1(CC(C1)OC(C(=C)C)=O)C 1-isopropyl-3-(methacryloyloxy)-1-methyl-azetidinium chloride